N-(2-methylphenyl)benzamide CC1=CC=CC=C1NC(=O)C2=CC=CC=C2